ClC1=NC(=NC(=C1)C)CC 4-chloro-2-ethyl-6-methylpyrimidine